Tetraethylene glycol dioctyl ether C(CCCCCCC)OCCOCCOCCOCCOCCCCCCCC